(triazol-2-yl)pyridine N=1N(N=CC1)C1=NC=CC=C1